OC1=C(N(C(=CC1=O)C)C)CNC(CCC(CCC(=O)NCC=1N(C(=CC(C1O)=O)C)C)(CCC(NCC=1N(C(=CC(C1O)=O)C)C)=O)N)=O 4-amino-4-{2-[(3-hydroxy-1,6-dimethyl-4-oxo-1,4-dihydro-pyridin-2-ylmethyl)-carbamoyl]-ethyl}heptanedioic acid di-[(3-hydroxy-1,6-dimethyl-4-oxo-1,4-dihydro-pyridin-2-ylmethyl)-amide]